3-[(4-chlorophenyl)methyl]-7-methyl-1H-indole-2-carboxylic acid ClC1=CC=C(C=C1)CC1=C(NC2=C(C=CC=C12)C)C(=O)O